pyrido[4,3-d]pyrimidin-5-ol N1=CN=CC2=C1C=CN=C2O